N-(6-((dimethylamino)methyl)-5-(2-(methoxymethyl)tetrahydro-2H-pyran-4-yl)pyridin-2-yl)cyclopropanecarboxamide CN(C)CC1=C(C=CC(=N1)NC(=O)C1CC1)C1CC(OCC1)COC